BrC=1C=C(C(=NC1)OC)F 5-bromo-3-fluoro-2-methoxypyridine